CC=1NC=CN1 L-2-methyl-imidazole